trans-methyl-2-((tert-butoxycarbonyl)amino)cyclobutane-1-carboxylate COC(=O)[C@H]1[C@@H](CC1)NC(=O)OC(C)(C)C